[[(3R)-3-benzyloxybutoxy]-diphenyl-methyl]benzene C(C1=CC=CC=C1)O[C@@H](CCOC(C1=CC=CC=C1)(C1=CC=CC=C1)C1=CC=CC=C1)C